(2-iodobenzyl)trimethylammonium IC1=C(C[N+](C)(C)C)C=CC=C1